C(C)(C)(C)N1N=C(C(=C1C)O)C1=C(C=C(C=C1CC)CC)CC 1-(tert-Butyl)-3-(2,4,6-triethylphenyl)-5-methyl-pyrazole-4-ol